C(C)(C)(C)OC(=O)N1CC(C1)C1OC2=CC(=CC=C2CC1)[C@@H]([C@@H](C(=O)O)C)C1CC1 (2S,3R)-3-(2-(1-(tert-butoxycarbonyl)azetidin-3-yl)chroman-7-yl)-3-cyclopropyl-2-methylpropanoic acid